C(C)(C)(C)OC(=O)O[C@@H]1[C@H]([C@H](N(C1)C(=O)OC(C)(C)C)CC1=CC=C(C=C1)OC)OC(=O)C1CC(C1)C(F)(F)F tert-butyl (2R,3S,4S)-4-[(tert-butoxycarbonyl)oxy]-2-[(4-methoxyphenyl) methyl]-3-[3-(trifluoromethyl)cyclobutanecarbonyloxy]pyrrolidine-1-carboxylate